C(CCCCCCC\C=C\CCCCCCCC)(=O)[O-] trans-oleate